FC1=C(C=C(C=C1)F)[C@@H]1N(CCC1)C1=NC=2N(C=C1)N=CC2C(=O)NCCCCC2=CC(=CC=C2)CN2CCC(CC2)C2=CC=C(C=C2)NC2C(NC(CC2)=O)=O 5-[(2R)-2-(2,5-difluorophenyl)pyrrolidin-1-yl]-N-[4-[3-[[4-[4-[(2,6-dioxo-3-piperidyl)amino]phenyl]-1-piperidyl]methyl]phenyl]butyl]pyrazolo[1,5-a]pyrimidine-3-carboxamide